NC=1C=C(OC=2C=C(C=CC2)C(C(F)(F)F)(C(F)(F)F)C2=CC(=CC=C2)OC2=CC(=CC=C2)N)C=CC1 2,2-bis[3-(3-aminophenoxy)phenyl]-1,1,1,3,3,3-hexafluoroPropane